4-chloro-2-hydroxy-3-(methylcarbamoyl)benzoic acid ClC1=C(C(=C(C(=O)O)C=C1)O)C(NC)=O